FC(C(C(C(C(C(C(F)(F)F)(F)F)(F)F)=O)(F)F)(F)F)(F)F 1,1,1,2,2,3,3,5,5,6,6,7,7,7-tetradecafluoroheptan-4-one